CC(C)OB(C1=CC=2C(=C(N=CC2)OC)N1C(=O)OC(C)(C)C)OC(C)C tert-Butyl 2-di(propan-2-yloxy)boranyl-7-methoxy-pyrrolo[2,3-c]pyridine-1-carboxylate